Amylphthalic acid CCCCCC1=C(C(=CC=C1)C(=O)O)C(=O)O